(1R)-1-[4-(Cyclopropylmethoxy)-3-methoxy-phenyl]ethanamine hydrochloride salt Cl.C1(CC1)COC1=C(C=C(C=C1)[C@@H](C)N)OC